COCC(CCC)(CCCC)COC 4,4-bis(methoxymethyl)octane